((1s,3s)-3-Hydroxy-3-methylcyclobutyl)(7-(2-isopropylphenoxy)-2-azaspiro[3.5]nonan-2-yl)methanone OC1(CC(C1)C(=O)N1CC2(C1)CCC(CC2)OC2=C(C=CC=C2)C(C)C)C